(R)-7-fluoro-4-[4-(2-hydroxy-2-methyl-propoxy)-2,6-dimethyl-phenyl]Indan-1-carboxylic acid FC=1C=CC(=C2CC[C@H](C12)C(=O)O)C1=C(C=C(C=C1C)OCC(C)(C)O)C